(R)-3-((S)-1-(tert-butyloxy)-3-(3-fluoro-5-formylphenyl)-1-oxopropane-2-yl)pyrrolidine-1-carboxylic acid tert-butyl ester C(C)(C)(C)OC(=O)N1C[C@H](CC1)[C@@H](C(=O)OC(C)(C)C)CC1=CC(=CC(=C1)C=O)F